ClC1=C(C(=C(C=C1)O)C1=CC=CC=C1)O chloro-[1,1'-biphenyl]-2,6-diol